ClC1=C(COOCC2=C(C=C(C=C2)Cl)Cl)C=CC(=C1)Cl 2,4-dichlorobenzyl peroxide